(4R,5R)-5-(3,5-difluorophenyl)-4-(5-(phenylethynyl)-3-pyridinyl)-1,3-oxazolidin-2-one FC=1C=C(C=C(C1)F)[C@@H]1[C@H](NC(O1)=O)C=1C=NC=C(C1)C#CC1=CC=CC=C1